4-(2-{[(3-fluoro-2-pyridyl)cyclobutyl]amino}pyrimidin-5-yl)pyridine-2-carbonitrile FC=1C(=NC=CC1)C1(CCC1)NC1=NC=C(C=N1)C1=CC(=NC=C1)C#N